1-(4-(1-ethyl-3-phenyl-1H-pyrazol-4-yl)-7-methoxyquinazolin-6-yl)ethan-1-one C(C)N1N=C(C(=C1)C1=NC=NC2=CC(=C(C=C12)C(C)=O)OC)C1=CC=CC=C1